N1C=NC2=C1C=C(C=C2)N2C(OC[C@@H]2C2=C(C(=CC=C2)F)F)=O (S)-3-(1H-benzo[d]imidazol-6-yl)-4-(2,3-difluorophenyl)oxazolidin-2-one